C1=CC=CC2=CC3=CC=CC=C3C=C12.[Li] Lithium anthracene